(S)-2-(1,1-difluoroethyl)-N-(5-(dimethylamino)-5-oxopent-3-yn-2-yl)-4-phenoxypyrimidine-5-carboxamide FC(C)(F)C1=NC=C(C(=N1)OC1=CC=CC=C1)C(=O)N[C@@H](C)C#CC(=O)N(C)C